(2Z)-3-cyclopropyl-2-hydroxyimino-3-oxo-propionic acid ethyl ester C(C)OC(\C(\C(=O)C1CC1)=N/O)=O